6-[8-fluoro-2-methylimidazo[1,2-a]pyridin-6-yl]-2-(piperidin-4-yl)-4H,5H-thieno[2,3-c]pyridin-7-one FC=1C=2N(C=C(C1)N1C(C3=C(CC1)C=C(S3)C3CCNCC3)=O)C=C(N2)C